OC[C@H](C1=CC=CC=C1)NC1=CC(=NC=C1C=1OC(=NN1)C=1C=NC=CC1)NC1=CC=C2C(NN(C2=C1)C(C)C)=O (S)-6-((4-((2-hydroxy-1-phenylethyl)amino)-5-(5-(pyridin-3-yl)-1,3,4-oxadiazol-2-yl)pyridin-2-yl)amino)-1-isopropyl-1,2-dihydro-3H-indazol-3-one